8-((2S)-4-((4-fluoro-2-methoxyphenyl)(4-fluorophenyl)methyl)-2-methylpiperazin-1-yl)-5-methyl-6-oxo-5,6-dihydro-1,5-naphthyridine-2-carbonitrile FC1=CC(=C(C=C1)C(N1C[C@@H](N(CC1)C1=CC(N(C=2C=CC(=NC12)C#N)C)=O)C)C1=CC=C(C=C1)F)OC